pyridine-6-yl-boric acid N1=CC=CC=C1OB(O)O